FC(C1=CC=C(C=C1)Cl)(F)F 4-trifluoromethylphenylchloride